N-(4-tert-butylphenyl)benzofuran-3-amine C(C)(C)(C)C1=CC=C(C=C1)NC1=COC2=C1C=CC=C2